(R)-5-(1-(((3-(4-(5-Chloropyrimidin-2-yl)piperazin-1-yl)-3-oxopropyl)amino)methyl)isoindolin-2-yl)-4-(trifluoromethyl)pyridazin-3(2H)-one ClC=1C=NC(=NC1)N1CCN(CC1)C(CCNC[C@@H]1N(CC2=CC=CC=C12)C1=C(C(NN=C1)=O)C(F)(F)F)=O